NC1=C(C(=NN1C=1C=NC=CC1)C1=CC=C(C=C1)Br)C#N 5-Amino-3-(4-bromophenyl)-1-(3-pyridinyl)pyrazole-4-carbonitrile